C1(CC1)NC(C1=C(C=C(C(=C1)N1N=CC(=C1)C=1C(=NC=C(C1)N[C@@H]1[C@@H](CNCC1)F)F)C)F)=O N-cyclopropyl-2-fluoro-5-(4-(2-fluoro-5-(((3R,4S)-3-fluoropiperidin-4-yl)amino)pyridin-3-yl)-1H-pyrazol-1-yl)-4-methylbenzamide